2-(trifluoromethyl)-4H-1-benzopyran-4-one FC(C=1OC2=C(C(C1)=O)C=CC=C2)(F)F